isopropylTin triiodide C(C)(C)[Sn](I)(I)I